(4-methyl-3-pyridinyl)boronic acid CC1=C(C=NC=C1)B(O)O